(R)-4-(3-(3,4-dihydroisoquinolin-2(1H)-yl)-2-hydroxypropyl)-7-(pyridazin-4-ylamino)-3,4-dihydrobenzo[f][1,4]oxazepin-5(2H)-one C1N(CCC2=CC=CC=C12)C[C@H](CN1CCOC2=C(C1=O)C=C(C=C2)NC2=CN=NC=C2)O